(E)-N-ethyl-2-methylundecane-1-imine oxide C(C)\[N+](=C/C(CCCCCCCCC)C)\[O-]